FC=1C(=CC(=NC1)OC)C1=NNC(=C1)C(=O)N1C2(CC2)C[C@@H](CC1)C(=O)O (R)-4-(3-(5-fluoro-2-methoxypyridin-4-yl)-1H-pyrazole-5-carbonyl)-4-azaspiro[2.5]octane-7-carboxylic acid